(2R)-N-((R)-(3-chloro-2,4-difluorophenyl)(2-(trifluoro-methyl)pyrimidin-5-yl)methyl)-2-methyl-3-oxopiperazine-1-carboxamide ClC=1C(=C(C=CC1F)[C@H](NC(=O)N1[C@@H](C(NCC1)=O)C)C=1C=NC(=NC1)C(F)(F)F)F